COC=1C=C(C=C2CCC(OC12)C=1C=NC(=CC1)OC)CN1C=NC=2C1=NC=CC2 3-((8-methoxy-2-(6-methoxypyridin-3-yl)chroman-6-yl)methyl)-3H-imidazo[4,5-b]pyridine